ClC1=C(C=C(C=C1Cl)OC)NN 1-(2,3-dichloro-5-methoxyphenyl)hydrazine